Methyl 1-benzyl-4-nitro-1H-pyrazole-5-carboxylate C(C1=CC=CC=C1)N1N=CC(=C1C(=O)OC)[N+](=O)[O-]